4-(2-Hydroxypropan-2-yl)-N-(quinolin-8-ylcarbamoyl)furan-2-sulfonamide ethyl-(2S,3S)-2-(1-(4-fluorophenyl)-1H-indazol-5-yl)-2-methyl-5-oxopyrrolidine-3-carboxylate C(C)OC(=O)[C@@H]1[C@@](NC(C1)=O)(C)C=1C=C2C=NN(C2=CC1)C1=CC=C(C=C1)F.OC(C)(C)C=1C=C(OC1)S(=O)(=O)NC(NC=1C=CC=C2C=CC=NC12)=O